3,3'-diamino-4-(4-phenylphenoxy)benzophenone NC=1C=C(C(=O)C2=CC(=CC=C2)N)C=CC1OC1=CC=C(C=C1)C1=CC=CC=C1